BrC1=CC=C2C3(C(N(C2=C1)C)=O)C(=NC1=CC=CC=C13)C(C)(C)C 6'-Bromo-2-(tert-butyl)-1'-methylspiro[indole-3,3'-indolin]-2'-one